N-((5-(2-((2-((tert-butyldimethylsilyl)oxy)but-3-en-1-yl)oxy)pyridin-4-yl)-2,3-dihydro-1H-inden-4-yl)carbamoyl)methanesulfonamide [Si](C)(C)(C(C)(C)C)OC(COC1=NC=CC(=C1)C=1C(=C2CCCC2=CC1)NC(=O)NS(=O)(=O)C)C=C